1-[4-[(3-diethylaminopropyl)dimethylsilyl]phenyl]-1-phenylethylene C(C)N(CCC[Si](C1=CC=C(C=C1)C(=C)C1=CC=CC=C1)(C)C)CC